1-(3-aminophenyl)ethane-1,2-diol NC=1C=C(C=CC1)C(CO)O